S-triazol N1N=CN=C1